3-(3-(7-(2-amino-6-fluorophenyl)-6-fluoro-4-hydroxy-2-oxopyrido[2,3-d]pyrimidin-1(2H)-yl)-2-isopropylpyridin-4-yl)propionic acid NC1=C(C(=CC=C1)F)C=1C(=CC2=C(N(C(N=C2O)=O)C=2C(=NC=CC2CCC(=O)O)C(C)C)N1)F